1-docosanoyl-2-pentadecanoyl-glycero-3-phospho-(1'-sn-glycerol) CCCCCCCCCCCCCCCCCCCCCC(=O)OC[C@H](COP(=O)(O)OC[C@H](CO)O)OC(=O)CCCCCCCCCCCCCC